CC1=C2CC(N(C(C2=CC=C1)=O)C1=CC=CC=C1)C1=CC=CC=C1 5-methyl-2,3-diphenyl-3,4-dihydro-isoquinolin-1(2H)-one